NCCCCCC(COC1=NOC=C1)=O 7-amino-1-(isoxazol-3-yloxy)-2-oxoheptan